N-(2-bicyclo[2.2.1]heptanyl)-2-[1-[(2,4-difluorophenyl)methyl]-5-oxopyrrolidin-2-yl]acetamide C12C(CC(CC1)C2)NC(CC2N(C(CC2)=O)CC2=C(C=C(C=C2)F)F)=O